FC=1C=C(C=CC1C(=O)OC)N1CCN(CC1)CC1CCN(CC1)C(=O)OC(C)(C)C tert-butyl 4-((4-(3-fluoro-4-(methoxycarbonyl)phenyl)piperazin-1-yl)methyl)piperidine-1-carboxylate